1-propynylglycerol C(#CC)OCC(O)CO